CC1(C(=CCC1C)C)CC(=O)OC methyl (1,2,5-trimethyl-2-cyclopentenyl)acetate